(bipyridine) nickel (II) hydrochloride Cl.[Ni+2].N1=C(C=CC=C1)C1=NC=CC=C1